S1C=CC2=C1CNCC2 4,5,6,7-tetrahydrothieno[2,3-C]pyridine